ClC=1C2=C(N=CN1)N(C=C2)[C@@H]2S[C@@H]([C@@H]1C2OC(O1)(C)C)CO ((3aS,4R,6R,6R)-6-(4-chloro-7H-pyrrolo[2,3-d]pyrimidin-7-yl)-2,2-dimethyltetrahydrothieno[3,4-d][1,3]dioxol-4-yl)methanol